C(CC)N1C(=NCCC1)C 1-n-propyl-2-methyl-1,4,5,6-tetrahydropyrimidine